CCC(CC)N([C@@H](CC1=CC=CC=C1)C(=O)[O-])C(=O)OC(C)(C)C pentan-3-yl(tert-butoxycarbonyl)-L-phenylalaninate